O[C@@H]1[C@H](N(CC1)C(=O)OC(C)(C)C)C(N(C=1C=C(C=CC1)C)C)=O tert-butyl (2S,3S)-3-hydroxy-2-(methyl(m-tolyl)carbamoyl)pyrrolidine-1-carboxylate